[C@H]12CCOCC(CCCCCCCCC[C@H]2O1)=O |r| (1RS,16RS)-4,17-dioxabicyclo[14.1.0]heptadecan-6-one